4-((2S,5R)-2,5-diethyl-4-(1-(4-(trifluoromethoxy)phenyl)propyl)piperazin-1-yl)-1-methyl-2-oxo-1,2-dihydropyrido[3,2-d]pyrimidine-6-carbonitrile C(C)[C@@H]1N(C[C@H](N(C1)C(CC)C1=CC=C(C=C1)OC(F)(F)F)CC)C=1C2=C(N(C(N1)=O)C)C=CC(=N2)C#N